O1PNCCC1 1,3,2-oxazaphosphinane